COC=1C=CC2=C(N=C(S2)NC(=O)C2C(C3C=CC2C3)C(=O)O)C1 3-[(5-methoxy-1,3-benzothiazol-2-yl)carbamoyl]bicyclo[2.2.1]hept-5-ene-2-carboxylic acid